COP(OC)(=O)CO hydroxymethylphosphonic acid dimethyl ester